(4S,4'S)-2,2'-(2,6-dimethylpyridine-3,5-diyl)bis(4-(tert-butyl)-4,5-dihydrooxazole) CC1=NC(=C(C=C1C=1OC[C@@H](N1)C(C)(C)C)C=1OC[C@@H](N1)C(C)(C)C)C